[(biphenylyl)dibenzofuranyl](diphenyltriazine) C1(=C(C=CC=C1)C1=C(C2=C(OC3=C2C=CC=C3)C=C1)C=1C(=NN=NC1C1=CC=CC=C1)C1=CC=CC=C1)C1=CC=CC=C1